methoxypropylacetate COCCCOC(C)=O